C1(CC1)C1=C2C(=NC(=N1)NC=1N=CN(C1)C1=CC(=C(C(=C1)OC)OC)OC)N(N=C2)C(C)C 4-cyclopropyl-1-isopropyl-N-(1-(3,4,5-trimethoxyphenyl)-1H-imidazol-4-yl)-1H-pyrazolo[3,4-d]pyrimidin-6-amine